N-(1-(Cyclohexylmethyl)-2-oxopyrrolidin-3-yl)-N-(3,5-dimethoxyphenyl)-2-ethynyl-5-methylthiazole-4-carboxamide C1(CCCCC1)CN1C(C(CC1)N(C(=O)C=1N=C(SC1C)C#C)C1=CC(=CC(=C1)OC)OC)=O